(3,3-difluorocyclobutyl)-(1-triisopropylsilylpyrrolo[2,3-b]pyridin-5-yl)methanol FC1(CC(C1)C(O)C=1C=C2C(=NC1)N(C=C2)[Si](C(C)C)(C(C)C)C(C)C)F